CN1N=C(C(=C1)C=1C=C2CCC(N(C2=CC1NC1=C2C(N(C(C2=CC=C1)=O)[C@@H]1C(NC(CC1)=O)=O)=O)C)=O)C (S)-4-((6-(1,3-dimethyl-1H-pyrazol-4-yl)-1-methyl-2-oxo-1,2,3,4-tetrahydroquinolin-7-yl)amino)-2-(2,6-dioxopiperidin-3-yl)isoindoline-1,3-dione